ClC1=NC=CC=C1CN1N=CC(=C1)CC1CC1 2-chloro-3-((4-(cyclopropylmethyl)-1H-pyrazol-1-yl)methyl)pyridine